C(CCCCCCC)(=O)OCC(COC(CCCCCCC)=O)CCCCC(=O)OCCCC(CCCCCCCCCCCC)OC(=O)OCC1CN(CCC1)CC 2-(5-((4-((((1-ethylpiperidin-3-yl)methoxy)carbonyl)oxy)hexadecyl)oxy)-5-oxopentyl)propane-1,3-diyl dioctanoate